Methyl (2S)-2-[[(4Z)-4-(1,3-benzothiazol-6-ylmethylene)-5-oxo-1H-imidazol-2-yl]amino]-4-methyl-pentanoate S1C=NC2=C1C=C(C=C2)\C=C\2/N=C(NC2=O)N[C@H](C(=O)OC)CC(C)C